tert-butyl (1S,4S)-5-[(2S,6R)-6-methyl-4,7,10-triazatricyclo[7.4.0.02,7]trideca-1(9),10,12-trien-11-yl]-2,5-diazabicyclo[2.2.1]heptane-2-carboxylate C[C@@H]1CNC[C@@H]2C=3C=CC(=NC3CN12)N1[C@@H]2CN([C@H](C1)C2)C(=O)OC(C)(C)C